(14S,17S)-8-bromo-12,12-dimethyl-17-(pyridin-2-yl)-2λ6-thia-3,9,11,18,23-pentaazatetracyclo[17.3.1.111,14.05,10]tetracosa-1(22),5,7,9,19(23),20-hexaene-2,2,4-trione BrC1=CC=C2C(NS(C3=CC=CC(N[C@@H](CC[C@H]4CC(N(C2=N1)C4)(C)C)C4=NC=CC=C4)=N3)(=O)=O)=O